6-ethoxy-4-(6-(7-(3-phenylpropionyl)-2,7-diazaspiro[3.5]nonan-2-yl)pyridin-3-yl)pyrazolo[1,5-a]pyridine-3-carbonitrile C(C)OC=1C=C(C=2N(C1)N=CC2C#N)C=2C=NC(=CC2)N2CC1(C2)CCN(CC1)C(CCC1=CC=CC=C1)=O